CC(C(C(=O)C1=CC=C(C=C1)N1CCOCC1)(N(C)C)CC1=CC=CC=C1)C methylbenzyl-2-(dimethylamino)-1-[4-(4-morpholinyl)phenyl]-1-butanone